tert-butyl 6-(4-fluorophenyl)-6-hydroxy-2-azaspiro[3.3]heptane-2-carboxylate FC1=CC=C(C=C1)C1(CC2(CN(C2)C(=O)OC(C)(C)C)C1)O